FC(C1CN(C1)CC(C(=O)O)=C)(F)F 2-((3-(trifluoromethyl)azetidin-1-yl)methyl)acrylic acid